neodymium (III) triisopropoxide CC([O-])C.CC([O-])C.CC([O-])C.[Nd+3]